N-PHENYLPYRROLAMIDE C1(=CC=CC=C1)NC(=O)C=1NC=CC1